1,3,5,7-tetramethyl-2,4,8-trioxa-(2,4-dimethoxyphenyl)-6-phosphaadamantane CC12OC3(OC(P(C(O1)(C3)C)C3=C(C=C(C=C3)OC)OC)(C2)C)C